NC1=CC(=C(C(=C1C=O)F)Br)F 6-AMINO-3-BROMO-2,4-DIFLUOROBENZALDEHYDE